O[C@@H]1C[C@H](CCC1)NC=1N=NC(=C2C1C=NC=C2)C2=C(C=C(C=C2)OC(F)(F)F)O 2-[4-[[(1s,3s)-3-hydroxycyclohexyl]amino]pyrido[3,4-d]pyridazin-1-yl]-5-(trifluoromethoxy)phenol